2,3-difluoro-4-hydroxybenzoic acid FC1=C(C(=O)O)C=CC(=C1F)O